1-[(12aR)-10-chloro-9-(2,3-difluoro-6-hydroxyphenyl)-8-fluoro-3,4,12,12a-tetrahydro-6H-pyrazino[2,1-c][1,4]benzooxazepin-2(1H)-yl]prop-2-en-1-one ClC1=C(C(=CC=2CN3[C@@H](COC21)CN(CC3)C(C=C)=O)F)C3=C(C(=CC=C3O)F)F